BrC1=NNC(=C1C)C(=O)O 3-bromo-4-methyl-1H-pyrazole-5-carboxylic acid